O=S1(CC(CC1)N1N=CC(=C1)C1=CC=2C(=NC=C3C2N(C(N3C)=O)C3=CC=CC=C3)N1)=O 7-(1-(1,1-Dioxidotetrahydro-thiophen-3-yl)-1H-pyrazol-4-yl)-3-methyl-1-phenyl-3,6-dihydroimidazo[4,5-d]pyrrolo[2,3-b]pyridin-2(1H)-one